3-(bromomethyl)-4-fluorobenzo[b]thiophene-2-carboxylic acid ethyl ester C(C)OC(=O)C1=C(C2=C(S1)C=CC=C2F)CBr